N'-{5-bromo-6-[(cis-4-isopropyl-cyclohexyl)oxy]-2-methylpyridin-3-yl}-N-ethyl-N-methylimidoformamide BrC=1C=C(C(=NC1O[C@@H]1CC[C@@H](CC1)C(C)C)C)N=CN(C)CC